5,5-difluoro-2-(((methylsulfonyl)oxy)methyl)hexanoate FC(CCC(C(=O)[O-])COS(=O)(=O)C)(C)F